(5S)-3-bromo-5-[7-[3-(trifluoromethyl)phenoxy]-1,3-benzothiazol-5-yl]-4,5-dihydroisoxazole BrC1=NO[C@@H](C1)C=1C=C(C2=C(N=CS2)C1)OC1=CC(=CC=C1)C(F)(F)F